(R)-6-(2-(ethoxymethoxy)-4-(trifluoromethyl)phenyl)-5-methyl-N-(1-methylpiperidin-3-yl)-1,2,4-triazin C(C)OCOC1=C(C=CC(=C1)C(F)(F)F)C1=C(N=CNN1[C@H]1CN(CCC1)C)C